[Ru+2].ClC1=C(C(=C(C2=CC=CC=C12)C1=C(C=CC2=CC=CC=C12)P(C1=CC=CC=C1)C1=CC=CC=C1)P(C1=CC=CC=C1)C1=CC=CC=C1)Cl dichloro[(S)-(-)-2,2'-bis(diphenylphosphino)-1,1'-binaphthyl] ruthenium (II)